ClC1=C(C=CC=C1)C1=CC=C(O1)C=C1OC2=C(C1=O)C=C(C(=C2)C)C 2-[[5-(2-Chlorophenyl)-2-furanyl]methylene]-5,6-dimethyl-3(2H)-benzofuranone